(4-(2-(4-((bis(pyridin-2-ylmethyl) amino) methyl)-1H-1,2,3-triazol-1-yl) acetylamino) phenethyl) carbamate C(N)(OCCC1=CC=C(C=C1)NC(CN1N=NC(=C1)CN(CC1=NC=CC=C1)CC1=NC=CC=C1)=O)=O